C(#N)C1=CC=C(C=C1)NC(=O)N1[C@H](C[C@H](C1)OC)C(=O)NC1=C(C=CC(=C1)[C@](CCC1CC1)(N[S@](=O)C(C)(C)C)C1=CC(=CC=C1)C#N)F (2R,4R)-N1-(4-cyanophenyl)-N2-(5-((R)-1-(3-cyanophenyl)-3-cyclopropyl-1-((R)-1,1-dimethylethylsulfinamido)propyl)-2-fluorophenyl)-4-methoxypyrrolidine-1,2-dicarboxamide